CN1C(=NC=C1)C1=CC=C(C=C1)[C@H](C)NC(OC(C)(C)C)=O Tert-butyl N-[(1S)-1-[4-(1-methylimidazol-2-yl)phenyl]ethyl]carbamate